C(C=C)(=O)N1CCC(CC1)C(=O)N1CCC(CC1)N1N=CC(=C1)C=1C=C(C=2N(C1)N=CC2C#N)OC 6-(1-(1-(1-acryloylpiperidine-4-carbonyl)piperidin-4-yl)-1H-pyrazol-4-yl)-4-methoxypyrazolo[1,5-a]pyridine-3-carbonitrile